2-(2,4-dichlorobenzylidene)-2H-benzo[b][1,4]thiazin-3(4H)-one ClC1=C(C=C2C(NC3=C(S2)C=CC=C3)=O)C=CC(=C1)Cl